2-methyl-ethyl-methyl-1,3-hexanediol dibenzoate C(C1=CC=CC=C1)(=O)OC(CC(CCC)OC(C1=CC=CC=C1)=O)(C)CCC